tert-butyl (2S,4R)-4-((2-bromo-6-methylpyridin-3-yl)oxy)-2,4-dicarbamoylpyrrolidine-1-carboxylate BrC1=NC(=CC=C1O[C@@]1(C[C@H](N(C1)C(=O)OC(C)(C)C)C(N)=O)C(N)=O)C